FC(C(=O)NCO)(F)F 2,2,2-Trifluoro-N-(hydroxymethyl)acetamide